(5S,8R)-N-(4-chloro-3-(trifluoromethyl)phenyl)-6,7,8,9-tetrahydro-5H-5,8-epiminobenzo[7]annulene-10-carboxamide ClC1=C(C=C(C=C1)NC(=O)N1[C@H]2CC[C@@H]1CC1=C2C=CC=C1)C(F)(F)F